(S)-2-(2-((3'-(1-amino-2-hydroxyethyl)-5-(2-azaspiro[4.4]nonan-2-yl)-[1,1'-biphenyl]-3-yl)methoxy)phenyl)acetic acid N[C@H](CO)C=1C=C(C=CC1)C1=CC(=CC(=C1)N1CC2(CC1)CCCC2)COC2=C(C=CC=C2)CC(=O)O